1,1,4,4-tetraethoxybut-2-ene C(C)OC(C=CC(OCC)OCC)OCC